ClC=1C=C2C(=C3C4(NC(NC13)=O)CCCCC4)OC(=C2)C(=O)N2CCC4(NCCC1=C4C=CS1)CC2 5'-chloro-2'-({6',7'-dihydro-5'H-spiro[piperidine-4,4'-thieno[3,2-c]pyridine]-1-yl}carbonyl)-7',8'-dihydro-6'H-spiro[cyclohexane-1,9'-furo[2,3-f]quinazoline]-7'-one